COC1=C2C(=NN(C2=CC=C1C(C(F)(F)F)OC)C([2H])([2H])[2H])N 4-Methoxy-1-(methyl-d3)-5-(2,2,2-trifluoro-1-methoxyethyl)-1H-indazol-3-amine